2-(7-(5-chloropyrimidin-2-yl)-7-azaspiro[3.5]nonan-2-yl)ethan-1-ol ClC=1C=NC(=NC1)N1CCC2(CC(C2)CCO)CC1